[F-].[F-].[F-].[F-].C1=CCCC=CCC1 (1,5-cyclooctadiene) tetrafluoride